(3-aminopropyl)-diethoxymethylsilane NCCC[SiH2]C(OCC)OCC